C(C)C1CCN(CC1)C[C@H](C(C)C)NC(=O)[C@@H]1NCC2=CC(=CC=C2C1)O (3R)-N-{(1S)-1-[(4-ethylpiperidin-1-yl)methyl]-2-methylpropyl}-7-hydroxy-1,2,3,4-tetrahydroisoquinoline-3-carboxamide